OC1=C(C(=CC=2CCC3=CC(=C(C=C3C12)OC)O)OC)OC 4,7-dihydroxy-2,3,6-trimethoxy-9,10-dihydrophenanthrene